BrC(C(=O)N1C=CC2=CC(=C(C=C12)C(F)(F)F)F)C1=CC=C(C=C1)Cl 2-bromo-2-(4-chlorophenyl)-1-(5-fluoro-6-(trifluoromethyl)indol-1-yl)ethanone